C(C)(C)(C)OC(=O)N1C2CN(CC1CC2)C2=C(C=C(C(=C2)F)CCN)F 3-[4-(2-aminoethyl)-2,5-difluorophenyl]-3,8-diazabicyclo[3.2.1]Octane-8-carboxylic acid tert-butyl ester